6-((3-methoxy-4-(thiophen-2-ylmethoxy)phenyl)amino)-3-morpholinoquinoxaline-5-carbonitrile COC=1C=C(C=CC1OCC=1SC=CC1)NC1=C(C=2N=C(C=NC2C=C1)N1CCOCC1)C#N